5-[2-[tert-Butyl(dimethyl)silyl]oxyethylamino]-1-methyl-2-oxo-N-[5-(trifluoromethyl)pyrimidin-2-yl]quinoline-3-carboxamide [Si](C)(C)(C(C)(C)C)OCCNC1=C2C=C(C(N(C2=CC=C1)C)=O)C(=O)NC1=NC=C(C=N1)C(F)(F)F